3-iodo-1-(tetrahydro-2H-pyran-2-yl)-1H-pyrazole-4-carboxylic acid IC1=NN(C=C1C(=O)O)C1OCCCC1